C5-bromo-3-hydroxy-2,3-dihydrospiro[indene-1,4'-piperidine]-1'-carboxylic acid tert-butyl ester C(C)(C)(C)OC(=O)N1CCC2(CC1)CC(C1=CC(=CC=C12)Br)O